4-(2-((S)-2-(2-cyclopropylphenyl)pyrrolidin-1-yl)spiro[3.5]non-6-en-7-yl)-N-((4-((((1r,4r)-4-hydroxy-4-methylcyclohexyl)methyl)amino)-3-nitrophenyl)sulfonyl)benzamide C1(CC1)C1=C(C=CC=C1)[C@H]1N(CCC1)C1CC2(C1)CC=C(CC2)C2=CC=C(C(=O)NS(=O)(=O)C1=CC(=C(C=C1)NCC1CCC(CC1)(C)O)[N+](=O)[O-])C=C2